C[C@H]1[C@@H](C[C@H]([C@@H](O1)OCCCCCCC/C=C/C(=O)[O-])O)O The molecule is a hydroxy fatty acid ascaroside anion that is the conjugate base of oscr#15, obtained by deprotonation of the carboxy group; major species at pH 7.3. It is a conjugate base of an oscr#15.